FC=1C(=NC(=NC1)NC1CC(CCC1)C(=O)O)C1=CC(=CC=C1)N1CCCC1 3-((5-fluoro-4-(3-(pyrrolidin-1-yl)phenyl)pyrimidin-2-yl)amino)cyclohexane-1-carboxylic acid